2-[3-[4-(t-butoxycarbonyl)piperazin-1-yl]-1,2-oxazol-5-yl]-3-methylbutanoic acid C(C)(C)(C)OC(=O)N1CCN(CC1)C1=NOC(=C1)C(C(=O)O)C(C)C